7-hexyl-5-[(1H-indol-4-yl)methyl]-5H,6H,7H,8H,9H,10H-cyclohepta[b]indole-4-carboxylic acid C(CCCCC)C1CCCC2=C(N(C3=C(C=CC=C23)C(=O)O)CC2=C3C=CNC3=CC=C2)C1